di-oxalic acid phosphate P(=O)(O)(O)O.C(C(=O)O)(=O)O.C(C(=O)O)(=O)O